CC(C(=O)OC1=CC=CC2=C(C3=CC=CC=C3C=C12)C)CC 2,10-dimethyl-n-butanoyloxyanthracene